8-chloro-5-((2-(3-(6-fluoro-[1,2,4]triazolo[4,3-a]pyridin-7-yl)propyl)-2-azaspiro[3.3]heptan-6-yl)oxy)isoquinolin-1(2H)-one ClC=1C=CC(=C2C=CNC(C12)=O)OC1CC2(CN(C2)CCCC2=CC=3N(C=C2F)C=NN3)C1